N1[C@@H](CCC1)C(=O)NCCNC(OC(C)(C)C)=O tert-butyl (S)-(2-(pyrrolidine-2-carboxamido)ethyl)carbamate